IC=1C=C(OC(=O)NC=2C=C3C(=CNC3=CC2)C=2CCN(CC2)C(C)(C)C)C=CC1 5-(3-iodophenoxy)carbonylamino-3-(1-(tert-butyl)-1,2,3,6-tetrahydropyridin-4-yl)-1H-indole